C(CCCCCCC\C=C/CCCCCCCC)(=O)N[C@@H](CC1=CNC=N1)C(=O)OCC ethyl oleoyl-L-histidinate